[N+](=O)([O-])C=1C=C(C=CC1)C=C(C(=O)OC)C(C)=O methyl 2-[(3-nitrophenyl) methylene]-3-oxobutyrate